C(C)(=O)N1CCN(CC1)C=1C(=C(C=C(C1)C#N)NC1=NC=2N(C(=N1)NCC(F)F)N=CC2C#N)Cl 2-{[3-(4-acetylpiperazin-1-yl)-2-chloro-5-cyanophenyl]amino}-4-[(2,2-difluoroethyl)amino]pyrazolo[1,5-a][1,3,5]triazine-8-carbonitrile